OCC([C@H](C[C@H]1C(NCC1)=O)NC(=O)[C@H]1N(C[C@H]2[C@@H]1CCC2)C(=O)C2=CC=1C(=NC=CC1OC)N2)=O (1S,3aR,6aS)-N-[(2S)-4-hydroxy-3-oxo-1-[(3S)-2-oxopyrrolidin-3-yl]butan-2-yl]-2-{4-methoxy-1H-pyrrolo[2,3-b]pyridine-2-carbonyl}-hexahydro-1H-cyclopenta[c]pyrrole-1-carboxamide